3-(benzenesulfonyl)propionamide C1(=CC=CC=C1)S(=O)(=O)CCC(=O)N